FC1=CC=C(C=C1)C(CCCCNC(=O)NC1=CC=C(C=C1)Cl)C1=CC=C(C=C1)F 1-(5,5-bis(4-fluorophenyl)pentyl)-3-(4-chlorophenyl)urea